OC1=C(C=CC(=C1)O)C(\C=C/C1=CC=CC=C1)=O (Z)-1-(2,4-Dihydroxyphenyl)-3-phenylprop-2-en-1-one